Potassium hydroxynaphthoate OC1=C(C2=CC=CC=C2C=C1)C(=O)[O-].[K+]